FC1([C@H]2CC[C@@H]3[C@]([C@@H]([C@H]13)C2)(C[N+](=O)[O-])CC(=O)[O-])F 2-((1R,2R,3S,6S,8R)-7,7-difluoro-2-(nitromethyl)tricyclo[4.2.1.03,8]nonan-2-yl)acetate